benzyl-1-propanoate C(C1=CC=CC=C1)OC(CC)=O